N-(9,9-dimethyl-9H-fluoren-2-yl)-N-(p-terphenyl-4-yl)benzo[b]naphtho[1,2-d]furan-8-amine CC1(C2=CC=CC=C2C=2C=CC(=CC12)N(C=1C=CC=C2C1OC1=C2C=2C=CC=CC2C=C1)C1=CC=C(C=C1)C1=CC=C(C=C1)C1=CC=CC=C1)C